(2-chloro-4-fluoro-phenyl)-[(1S,5R)-8-[5-(2,2-dimethylpropylsulfonyl)-1-(2-methoxyethyl)indazol-7-yl]-3,8-diazabicyclo[3.2.1]octan-3-yl]methanone ClC1=C(C=CC(=C1)F)C(=O)N1C[C@@H]2CC[C@H](C1)N2C=2C=C(C=C1C=NN(C21)CCOC)S(=O)(=O)CC(C)(C)C